OC=1C=C2OC3=CC(C=CC3=CC2=CC1)=O 6-hydroxy-3-oxo-3H-xanthen